(S)-N-(3-((4-methylpiperazin-1-yl)methyl)-5-(trifluoromethyl)phenyl)-1-(3-(pyridin-2-yl)imidazo[1,2-b]pyridazin-6-yl)pyrrolidine-3-carboxamide CN1CCN(CC1)CC=1C=C(C=C(C1)C(F)(F)F)NC(=O)[C@@H]1CN(CC1)C=1C=CC=2N(N1)C(=CN2)C2=NC=CC=C2